NCCCCC(=O)NC1=C(C(=O)NC2=NC=C(C=C2)C)C=CC=C1 2-(5-aminopentanamido)-N-(5-methylpyridin-2-yl)benzamide